3-Hydroxythieno[2,3-c]pyridine-2-carboxylic acid ethyl ester C(C)OC(=O)C1=C(C=2C(=CN=CC2)S1)O